6-((4-(2-(2-Aminopyridin-3-yl)-5-phenyl-3H-imidazo[4,5-b]pyridin-3-yl)benzyl)amino)pyrimidine-4-carbonitrile NC1=NC=CC=C1C1=NC=2C(=NC(=CC2)C2=CC=CC=C2)N1C1=CC=C(CNC2=CC(=NC=N2)C#N)C=C1